2-[4-[(E)-3-(2-Fluorophenyl)-3-oxoprop-1-enyl]-2-methoxyphenoxy]acetic acid FC1=C(C=CC=C1)C(/C=C/C1=CC(=C(OCC(=O)O)C=C1)OC)=O